CC1=C(C(=C(C(=C1C#CC=1C=C(C=C(C(=O)[O-])C1)C(=O)[O-])C)C#CC=1C=C(C=C(C(=O)[O-])C1)C(=O)[O-])C)C#CC=1C=C(C=C(C(=O)[O-])C1)C(=O)[O-] 5,5',5''-(2,4,6-trimethylbenzene-1,3,5-triyl)tris(ethyne-2,1-diyl)triisophthalate